Diethyl ({3-[3-({[tert-butyl(dimethyl)silyl]oxy}methyl)phenyl]-1-(4-methoxybenzyl)-1H-pyrazol-5-yl}methyl)phosphonate [Si](C)(C)(C(C)(C)C)OCC=1C=C(C=CC1)C1=NN(C(=C1)CP(OCC)(OCC)=O)CC1=CC=C(C=C1)OC